N1=C(C=CC=C1)C(=O)N1CC2(CC2C1)C#CC1=NC=CC=C1 pyridin-2-yl-(1-(pyridin-2-ylethynyl)-3-azabicyclo[3.1.0]hexan-3-yl)methanone